Dithienylbenzothiadiazol S1C(=CC=C1)C=1C=CC2=C(N=NS2)C1C=1SC=CC1